FC1=CC=C(C=C1)C1=CC=C(C(=N1)OC1=C(C=C(C=C1C)C)C)C(=O)NS(=O)(=O)C=1C(NC=CC1)=O 6-(4-Fluorophenyl)-N-[(2-oxo-1H-pyridin-3-yl)sulfonyl]-2-(2,4,6-trimethylphenoxy)pyridin-3-carboxamid